2,2',2''-(10-((6-methylpyrazin-2-yl)methyl)-1,4,7,10-tetraazacyclododecane-1,4,7-triyl)triacetic acid CC1=CN=CC(=N1)CN1CCN(CCN(CCN(CC1)CC(=O)O)CC(=O)O)CC(=O)O